N[C@]1(CCCC2=C(C(=CC=C12)Br)F)CO (S)-(1-amino-6-bromo-5-fluoro-1,2,3,4-tetrahydronaphthalen-1-yl)methanol